FC(C1=CC=C(C=C1)S(=O)(=O)N1C=C(C2=CC=CC=C12)C=O)(F)F 1-(4-trifluoromethylbenzenesulfonyl)-1H-indole-3-carbaldehyde